ClC=1C(=C(C=CC1Cl)NC([O-])=O)C(O)C1=C(C=CC(=C1)OC)F [3,4-dichloro-2-[(2-fluoro-5-methoxy-phenyl)-hydroxy-methyl]phenyl]carbamate